ethyl (R)-1-(6-acetamidopyridin-3-yl)-6-fluoro-7-(2-(((3-methylpyridin-2-yl)oxy)methyl)pyrrolidin-1-yl)-4-oxo-1,4-dihydroquinoline-3-carboxylate C(C)(=O)NC1=CC=C(C=N1)N1C=C(C(C2=CC(=C(C=C12)N1[C@H](CCC1)COC1=NC=CC=C1C)F)=O)C(=O)OCC